[N+](=O)([O-])N(CCC[C@H](N)C(=O)O)C(N)=N N5-nitro-L-arginine